(6-methylsulfonyl-3-pyridyl)methanamine CS(=O)(=O)C1=CC=C(C=N1)CN